2-(2-azabicyclo[2.1.1]hexane-4-yl)-6-fluoroquinazolin-4(3H)-one C12NCC(C1)(C2)C2=NC1=CC=C(C=C1C(N2)=O)F